(S)-2-methyl-N-(2-((1,1,1-trifluoro-2-methylpropan-2-yl)oxy)ethylidene)propane-2-sulfinamide CC(C)(C)[S@](=O)N=CCOC(C(F)(F)F)(C)C